CC(=O)C1=CC=C(C=C1)OC 4-methoxyacetophenone